[N+](=O)([O-])C1=CC=C(C=C1)N1CCN(CC1)C1CC2(C1)CCNCC2 2-(4-(4-nitrophenyl)piperazin-1-yl)-7-azaspiro[3.5]nonane